FC1=C(C=CC(=C1)OC)C=1N=NN(C1)[C@H](C(=O)N1[C@@H](C[C@H](C1)O)C(=O)NC)C(C)(C)C (2S,4R)-1-[(2S)-2-[4-(2-fluoro-4-methoxy-phenyl)triazol-1-yl]-3,3-dimethyl-butanoyl]-4-hydroxy-N-methyl-pyrrolidine-2-carboxamide